3-bromo-5-chloro-4-cyclopropylbenzoic acid BrC=1C=C(C(=O)O)C=C(C1C1CC1)Cl